FC1=C2C=C(NC2=CC=C1F)C(=O)N1CC=2N(CC1C)N=CC2C(=O)N[C@@H](C(F)(F)F)C 5-(4,5-difluoro-1H-indole-2-carbonyl)-6-methyl-N-[(2R)-1,1,1-trifluoropropan-2-yl]-4H,5H,6H,7H-pyrazolo[1,5-a]pyrazine-3-carboxamide